(2S,4r)-1-[(2S)-2-(4-cyclopropyl-triazol-1-yl)-3,3-dimethyl-butyryl]-4-hydroxy-N-[2-(3-oxomorpholin-4-yl)ethyl]pyrrolidine-2-carboxamide C1(CC1)C=1N=NN(C1)[C@H](C(=O)N1[C@@H](C[C@H](C1)O)C(=O)NCCN1C(COCC1)=O)C(C)(C)C